palmitamide bistrifluoroacetate salt FC(C(=O)O)(F)F.FC(C(=O)O)(F)F.C(CCCCCCCCCCCCCCC)(=O)N